CC1=NNC(=C1C1CNCC1)C 3,5-dimethyl-4-(pyrrolidin-3-yl)-1H-pyrazole